C1(CC1)C=1C=CC=2N(C1)C=C(N2)CN2N=CC(=C2)C(=O)NCC2=CC(NC1=CC=CC=C21)=O 1-((6-cyclopropylimidazo[1,2-a]pyridin-2-yl)methyl)-N-((2-oxo-1,2-dihydroquinolin-4-yl)methyl)-1H-pyrazole-4-carboxamide